C(C)(C)(C)OC(=O)NC1=NN=C(O1)C(=O)OCC ethyl 5-[[(tert-butoxy)carbonyl]amino]-1,3,4-oxadiazole-2-carboxylate